NCCC1=C(C=C(C=C1OC)C(=O)C=1N=C(SC1)C1=CC=CC=C1)OC (4-(2-aminoethyl)-3,5-dimethoxyphenyl)(2-phenylthiazol-4-yl)methanone